C[C@@]1([C@@H]2CN(C[C@@H]2C1)C(C=C)=O)OC=1C=2N(C=C(N1)C=1C=NN(C1)C)N=CC2 1-((1R,5S,6R)-6-methyl-6-((6-(1-methyl-1H-pyrazol-4-yl)pyrazolo[1,5-a]pyrazin-4-yl)oxy)-3-azabicyclo[3.2.0]heptan-3-yl)prop-2-en-1-one